5-(2-fluoro-5-methyl-4-(6-(trifluoromethyl)-1,5-naphthyridin-2-yl)phenyl)-3-methyl-6,7-dihydropyrazolo[1,5-a]pyrazin-4(5H)-one FC1=C(C=C(C(=C1)C1=NC2=CC=C(N=C2C=C1)C(F)(F)F)C)N1C(C=2N(CC1)N=CC2C)=O